NC1=C(C(=NN1C1=NN(C=C1)C)C(F)(F)F)C1=CCC(CC1)(CC)CC(=O)O 2-[4-[5-amino-1-(1-methylpyrazol-3-yl)-3-(trifluoromethyl)pyrazol-4-yl]-1-ethyl-cyclohex-3-en-1-yl]acetic acid